BrC=1C=C2C(=CN(C2=CC1)CC(=O)NC1CN(C1)C(CC)=O)C(=O)N1CC2=CC=CC(=C2CC1)OC 2-(5-bromo-3-(5-methoxy-1,2,3,4-tetrahydroisoquinoline-2-carbonyl)-1H-indol-1-yl)-N-(1-propionylazetidin-3-yl)acetamide